OC1=C(C=CC(=C1)C(=O)OC1=CC=C(C=C1)I)S(=O)(=O)[O-].FC1=CC=C(C=C1)[S+](C1=CC=C(C=C1)F)C1=CC=C(C=C1)F tris(4-fluorophenyl)sulfonium 2-hydroxy-4-((4-iodophenoxy)carbonyl)benzenesulfonate